C1CCC2=C1C=1C=CC=CC1N2 indolocyclopentane